N-cyclopentyl-5-(ethoxymethyl)-3-(1H-imidazol-2-yl)-2-phenyl-1H-indol-7-amine C1(CCCC1)NC=1C=C(C=C2C(=C(NC12)C1=CC=CC=C1)C=1NC=CN1)COCC